(2,5-diethyl-1,3-thiazol-4-yl)-1-[(1-methyl-1H-pyrazol-4-yl)(1-methyl-piperidin-3-yl)sulfamoyl]urea C(C)C=1SC(=C(N1)N(C(=O)N)S(N(C1CN(CCC1)C)C=1C=NN(C1)C)(=O)=O)CC